FCC(=O)N(CC(=O)N)NC(=O)[C@H]1N(CCC1)S(=O)(=O)CC1=CC=CC=C1 2-[(2-Fluoroacetyl)-[[(2S)-1-benzylsulfonylpyrrolidine-2-carbonyl]amino]amino]acetamide